4-(3-methylpiperazin-1-yl)phenol CC1CN(CCN1)C1=CC=C(C=C1)O